Tert-butyl-((3,4-dihydro-2H-pyran-2-yl)methoxy)diphenylsilane C(C)(C)(C)[Si](C1=CC=CC=C1)(C1=CC=CC=C1)OCC1OC=CCC1